C1(CC1)COC1=C(OC2C3CN(CC2CC3)C=3C=NC(=CC3)C(F)(F)F)C=CC(=C1)C(F)(F)F.[O].[Na] sodium oxygen (8-trans)-8-(2-cyclopropylmethoxy-4-trifluoromethylphenoxy)-3-(6-trifluoromethylpyridin-3-yl)-3-azabicyclo[3.2.1]octane